2-((2S)-1-acryloyl-4-(3-methyl-2'-(((S)-1-methylpyrrolidin-2-yl)methoxy)-5',8'-dihydro-6'H-spiro[indene-1,7'-quinazolin]-4'-yl)piperazin-2-yl)acetonitrile C(C=C)(=O)N1[C@H](CN(CC1)C1=NC(=NC=2CC3(CCC12)C=C(C1=CC=CC=C13)C)OC[C@H]1N(CCC1)C)CC#N